1-(but-3-yn-1-yl)-N-(2,4-dimethoxybenzyl)-3-(trimethylstannyl)-1H-pyrazolo[3,4-d]pyrimidin-4-amine C(CC#C)N1N=C(C=2C1=NC=NC2NCC2=C(C=C(C=C2)OC)OC)[Sn](C)(C)C